difluoro amyl phosphite P(OF)(OF)OCCCCC